(R)-N-(2-((2-chloroquinazolin-4-yl)amino)-2-methylhexyl)acetamide ClC1=NC2=CC=CC=C2C(=N1)N[C@@](CNC(C)=O)(CCCC)C